5-(3-(trifluoromethyl)phenyl)-1H-imidazol FC(C=1C=C(C=CC1)C1=CN=CN1)(F)F